Natrium N-{[(9H-fluoren-9-yl)methoxy]carbonyl}-L-valyl-N5-carbamoyl-N-[4-(hydroxymethyl)-3-(2-sulfonatoethyl)phenyl]-L-ornithinamid C1=CC=CC=2C3=CC=CC=C3C(C12)COC(=O)N[C@@H](C(C)C)C(=O)N[C@@H](CCCNC(N)=O)C(=O)NC1=CC(=C(C=C1)CO)CCS(=O)(=O)[O-].[Na+]